C(C)N1N=CNC1=O ethyl-2,4-dihydro-3H-1,2,4-triazol-3-one